t-butyl 8-oxo-3-azabicyclo[3.2.1]Octane-3-carboxylate O=C1C2CN(CC1CC2)C(=O)OC(C)(C)C